3-(METHYLAMINO)-3-OXOPROPANOIC ACID CNC(CC(=O)O)=O